2,4-decadienoat C(C=CC=CCCCCC)(=O)[O-]